NC=1SC(=C(N1)C)C1=CC2=C(C(=N1)OCC(F)F)C(N(C2)[C@@H](C)C2CC2)=O (S)-6-(2-amino-4-methylthiazol-5-yl)-2-(1-cyclopropylethyl)-4-(2,2-difluoroethoxy)-1,2-dihydro-3H-pyrrolo[3,4-c]pyridin-3-one